FC(C1=CC(=NC=N1)C(=O)O)(F)F 6-(trifluoromethyl)pyrimidine-4-carboxylic acid